NC(C#N)C1=NN=C(C2=CC=CC(=C12)Cl)[2H] 2-Amino-2-(8-chloro-4-deuterio-phthalazin-1-yl)acetonitrile